3-(4-((4-(ethoxymethyl)-4-phenethylpiperidin-1-yl)methyl)phenyl)-1,2,4-oxadiazole HCl Cl.C(C)OCC1(CCN(CC1)CC1=CC=C(C=C1)C1=NOC=N1)CCC1=CC=CC=C1